3-acetyl-4-(4-methylphenyl)-1,2-dihydroquinolin-2-one C(C)(=O)C=1C(NC2=CC=CC=C2C1C1=CC=C(C=C1)C)=O